BrC1=CC=C(C=C1)CC=1N(C2=C(N1)C=CC(=C2)C(=O)OC)[C@@H]2COCC2(C)C Methyl 2-[(4-bromophenyl)methyl]-3-[(3S)-4,4-dimethyltetrahydrofuran-3-yl]benzimidazole-5-carboxylate